tert-Butyl 4-(2-(2-morpholinoethoxy)ethoxy)phenethylcarbamate O1CCN(CC1)CCOCCOC1=CC=C(CCNC(OC(C)(C)C)=O)C=C1